tert-butyl 2(S)-(2-(((1H-benzo[d][1,2,3]triazol-1-yl)methyl)amino)-1-hydroxy-2-oxoethyl)-4,4-difluoropyrrolidine-1-carboxylate N1(N=NC2=C1C=CC=C2)CNC(C(O)[C@H]2N(CC(C2)(F)F)C(=O)OC(C)(C)C)=O